CC1=C(C(=NO1)C)NC(=O)N1CC=2CN(CC2C1)S(=O)(=O)C1=NN(C=C1)C N-(dimethyl-1,2-oxazol-4-yl)-5-[(1-methyl-1H-pyrazol-3-yl)sulfonyl]-1H,2H,3H,4H,5H,6H-pyrrolo[3,4-c]pyrrole-2-carboxamide